2-(4-chlorophenyl)acethydrazide ClC1=CC=C(C=C1)CC(=O)NN